(7-methoxy-4-(3-phenyl-1-(tetrahydro-2H-pyran-2-yl)-1H-pyrazol-4-yl)quinazolin-6-yl)propanamide Ethyl-3-(4-(sec-butoxy)cyclohexyl)butanoate C(C)OC(CC(C)C1CCC(CC1)OC(C)CC)=O.COC1=C(C=C2C(=NC=NC2=C1)C=1C(=NN(C1)C1OCCCC1)C1=CC=CC=C1)C(C(=O)N)C